FC1=C(C=C(C=C1)NC(C=C)=O)NC1=NC(=NC=C1C1=CC=C(C=C1)C(F)(F)F)NC=1C=NN(C1)C1CCOCC1 N-(4-fluoro-3-((2-((1-(tetrahydro-2H-pyran-4-yl)-1H-pyrazol-4-yl)amino)-5-(4-(trifluoromethyl)phenyl)pyrimidin-4-yl)amino)phenyl)acrylamide